C(C1=CC=C(NCC)C=C1)C1=CC=C(NCC)C=C1 4,4'-methylenebis(N-ethylaniline)